(S)-5-amino-N-(1-(5-cyclopropyl-3-fluoropyridin-2-yl)ethyl)-N-methyl-6,8-dihydro-1H-furo[3,4-d]pyrrolo[3,2-b]pyridine-2-carboxamide NC1=C2C(=C3C(=N1)C=C(N3)C(=O)N(C)[C@@H](C)C3=NC=C(C=C3F)C3CC3)COC2